O[C@H]1CC[C@@H]2C(C[C@H]3[C@@H]4CC[C@H]([C@@H](CC(C)C)C)[C@]4(CC[C@@H]3[C@]2(C1)C)C)=O 2α-hydroxy-23-methyl-5α-cholan-6-one